acryloylbenzazepine C(C=C)(=O)C=1NC2=C(C=CC1)C=CC=C2